C(C)C1=NC(=NN1C=1N=C2N(C=NC2=C(C1)N1CCOCC1)CCOC)C=1C=C(C=CC1)C 5-ethyl-1-[3-(2-methoxyethyl)-7-morpholino-3H-1,3,4-triazainden-5-yl]-3-(m-tolyl)-1H-1,2,4-triazole